2-(diphenylphosphino)benzoic acid C1(=CC=CC=C1)P(C1=C(C(=O)O)C=CC=C1)C1=CC=CC=C1